(E)-geranial CC(C)=CCC\C(\C)=C\C=O